FC1(CN(CCC1O)C(=O)OC(C)(C)C)C tert-butyl 3-fluoro-4-hydroxyl-3-methylpiperidine-1-carboxylate